1,7-dinitro-6H,12H-5,11-methanodibenzo[1,5]diazocine-2,8-diol [N+](=O)([O-])C1=C(C=CC2=C1CN1C3=C(CN2C1)C(=C(C=C3)O)[N+](=O)[O-])O